NC1=C(C=C(C=N1)C1=CC=C(C=C1)C(=O)N1C[C@H](N[C@H](C1)C)C)OC(C)C1=C(C=CC=C1Cl)Cl (4-{6-amino-5-[1-(2,6-dichloro-phenyl)-ethoxy]-pyridin-3-yl}-phenyl)-((3r,5s)-3,5-dimethyl-piperazin-1-yl)-methanone